3-[di(3-aminophenyl)phosphoryl]aniline NC=1C=C(C=CC1)P(=O)(C1=CC(=CC=C1)N)C=1C=C(N)C=CC1